NC1=NC=C(C2=C1C(=C(N2C)C2=C(C=C(C=C2)NC(C(=C)F)=O)C)C2=CC(=C(C(=O)NCC(F)(F)F)C=C2)OC)C#CC(C)(C)O 4-(4-amino-2-{4-[(2-fluoroacrylamido)]-2-methylphenyl}-7-(3-hydroxy-3-methylbut-1-ynyl)-1-methylpyrrolo[3,2-c]pyridin-3-yl)-2-methoxy-N-(2,2,2-trifluoroethyl)benzamide